5-(6-ethoxypyrazin-2-yl)pyridin C(C)OC1=CN=CC(=N1)C=1C=CC=NC1